1-chloro-3-(pentadecyloxy)-2-propanol ClCC(COCCCCCCCCCCCCCCC)O